(2R,5S)-benzyl 5-(1-bromo-8-((2,4-dimethoxybenzyl)amino)imidazo[1,5-a]pyrazin-3-yl)-2-(hydroxymethyl)-5-methylpiperidine-1-carboxylate BrC=1N=C(N2C1C(=NC=C2)NCC2=C(C=C(C=C2)OC)OC)[C@]2(CC[C@@H](N(C2)C(=O)OCC2=CC=CC=C2)CO)C